ClC1=CC=C(C=C1)C=1C=C2C(=NC1)NC=C2C(=O)C=2C(=C(C=CC2F)NS(=O)(=O)CCC)F Propane-1-sulfonic acid {3-[5-(4-chloro-phenyl)-1H-pyrrolo[2,3-b]pyridine-3-carbonyl]-2,4-difluoro-phenyl}-amide